N-(4-methoxyphenyl)-2,2-dimethyl-8-(pyridin-3-yl)-2H-chromen-6-carboxamide COC1=CC=C(C=C1)NC(=O)C=1C=C2C=CC(OC2=C(C1)C=1C=NC=CC1)(C)C